bis[4,4'-di-tert-butyl-2,2'-bipyridyl] iridium (III) hexafluorophosphate F[P-](F)(F)(F)(F)F.[Ir+3].C(C)(C)(C)C1=CC(=NC=C1)C1=NC=CC(=C1)C(C)(C)C.C(C)(C)(C)C1=CC(=NC=C1)C1=NC=CC(=C1)C(C)(C)C.F[P-](F)(F)(F)(F)F.F[P-](F)(F)(F)(F)F